ClC=1C=NN(C(C1Cl)=O)[C@H](C(=O)NC1=CC(=C(C=C1)C)S(NCCOCCOC)(=O)=O)C (2S)-2-(4,5-dichloro-6-oxo-pyridazin-1-yl)-N-[3-[2-(2-methoxyethoxy)ethylsulfamoyl]-4-methyl-phenyl]propanamide